NC([C@H](CCC(=O)OC)N1C(C2=CC=C(C=C2C1)N1CC2(C1)CC(C2)C(OC)OC)=O)=O methyl (4S)-5-amino-4-[5-[6-(dimethoxymethyl)-2-azaspiro[3.3]heptan-2-yl]-1-oxo-isoindolin-2-yl]-5-oxo-pentanoate